(4-(5-benzyl-2-(4-fluorophenyl)-4,5,6,7-tetrahydropyrazolo[1,5-a]pyrazin-3-yl)pyridin-2-yl)carbamic acid tert-butyl ester C(C)(C)(C)OC(NC1=NC=CC(=C1)C=1C(=NN2C1CN(CC2)CC2=CC=CC=C2)C2=CC=C(C=C2)F)=O